C(#N)C1=C(O[C@@H]2C[C@@H](N(CC2)C=2C=CC(=NC2C(=O)N[C@H]2CN(CC2)C)C=2C(=NC=CC2)OCC)CC)C=CC(=C1)C(F)(F)F 5-[cis-4-[2-cyano-4-(trifluoromethyl)phenoxy]-2-ethylpiperidin-1-yl]-2'-ethoxy-N-[(3R)-1-methylpyrrolidin-3-yl]-[2,3'-bipyridine]-6-carboxamide